3-(2-bromo-4-chlorophenyl)-1-(oxazolidin-2-yl)pyrazole BrC1=C(C=CC(=C1)Cl)C1=NN(C=C1)C1OCCN1